CN1N=CC2=CC=CC(=C12)NS(=O)(=O)C=1C=NN(C1)C1=NC(=CC=C1)C(F)(F)F N-(1-METHYL-1H-INDAZOL-7-YL)-1-(6-(TRIFLUOROMETHYL)PYRIDIN-2-YL)-1H-PYRAZOLE-4-SULFONAMIDE